3-(vinylsulfonyl)propanamide C(=C)S(=O)(=O)CCC(=O)N